Pteridine-6,7-Dione N1=CN=CC2=NC(C(N=C12)=O)=O